ethyl 2-(2-((5-chloro-7-((cyclopropylmethyl)amino)benzofuran-3-yl)methoxy)phenyl)acetate ClC=1C=C(C2=C(C(=CO2)COC2=C(C=CC=C2)CC(=O)OCC)C1)NCC1CC1